C(C1=CC=CC=C1)OC(=O)NC(C1=CN=C(S1)NC(OC(C)(C)C)=O)C1CC1 tert-butyl N-[5-[benzyloxycarbonylamino (cyclopropyl) methyl] thiazol-2-yl]carbamate